CC=1C(=NC=CC1C(F)(F)F)C(=O)OC methyl 3-methyl-4-(trifluoromethyl)picolinate